C(C)(CC)N(C(SCC)=O)N1C(C2=CC=CC=C2C1=O)=O S-ethyl sec-butyl(1,3-dioxoisoindolin-2-yl)carbamothioate